5-(4-((2-cyclopropyl-3-oxo-4H-quinoxalin-6-yl)methyl)piperazin-1-yl)-N-(methyl-d3)pyridine-2-carboxamide C1(CC1)C1=NC2=CC=C(C=C2NC1=O)CN1CCN(CC1)C=1C=CC(=NC1)C(=O)NC([2H])([2H])[2H]